COC1=C(C=C2C(=NC=NC2=C1)C=1C(=NN(C1)C)C1=CC=CC=C1)C1=CN(CCO1)C(=O)OC(C)(C)C tert-butyl 6-(7-methoxy-4-(1-methyl-3-phenyl-1H-pyrazol-4-yl)quinazolin-6-yl)-2,3-dihydro-4H-1,4-oxazine-4-carboxylate